5-tert-butyl-N-(3-carbamoyl-5,5,7,7-tetramethyl-5,7-dihydro-4H-thieno[2,3-c]pyran-2-yl)-1H-pyrazole-3-carboxamide C(C)(C)(C)C1=CC(=NN1)C(=O)NC1=C(C2=C(C(OC(C2)(C)C)(C)C)S1)C(N)=O